C(#N)C1=CC=2N(C=C1NC(=O)C1=NC(=CC=C1)C(F)(F)F)C=C(N2)CCC(C)(C)O N-[7-cyano-2-(3-hydroxy-3-methyl-butyl)imidazo[1,2-a]pyridin-6-yl]-6-(trifluoromethyl)pyridine-2-carboxamide